2-chloro-N-(1-methyl-1H-imidazol-4-yl)pyrrolo[2,1-f][1,2,4]triazin-4-amine ClC1=NN2C(C(=N1)NC=1N=CN(C1)C)=CC=C2